C(CCCCCCCC)C1(OCCO1)CC(=O)N[C@@H]1C(OCC1)=O (S)-2-(2-nonyl-1,3-dioxolan-2-yl)-N-(2-oxotetrahydrofuran-3-yl)acetamide